Ethyl 2-{[trans-4-(dibenzylamino)cyclohexyl]oxy}-propionate C(C1=CC=CC=C1)N([C@@H]1CC[C@H](CC1)OC(C(=O)OCC)C)CC1=CC=CC=C1